BrCC1=CC=2N(C=C1)N=CN2 7-(bromomethyl)-[1,2,4]triazolo[1,5-a]pyridine